C(C)(=O)NC=1SC2=NC(=CC=C2N1)C=1C=C(C(=NC1)OC)N1OCC[C@H]1C1=CC=CC=C1 (S)-N-(5-(2-acetamidothiazolo[5,4-b]pyridin-5-yl)-2-methoxypyridin-3-yl)-3-phenylisoxazolidine